tert-Butyl(tert-butoxycarbonyl)(8-(3-((6-chloro-3-(methylcarbamoyl)pyridazin-4-yl)amino)-4-methoxy-5-(1-Methyl-1H-pyrazol-3-yl)phenethoxy)quinolin-2-yl)carbamate C(C)(C)(C)OC(N(C1=NC2=C(C=CC=C2C=C1)OCCC1=CC(=C(C(=C1)C1=NN(C=C1)C)OC)NC1=C(N=NC(=C1)Cl)C(NC)=O)C(=O)OC(C)(C)C)=O